N-((6S,7S)-6-((2,5-difluoro-[1,1'-biphenyl]-3-yl)methyl)-5-((R)-oxetane-2-carbonyl)-5-azaspiro[2.4]heptan-7-yl)propane-2-sulfonamide FC1=C(C=C(C=C1C[C@@H]1N(CC2(CC2)[C@@H]1NS(=O)(=O)C(C)C)C(=O)[C@@H]1OCC1)F)C1=CC=CC=C1